2-((5-(4-(tert-butyl)phenyl)-1-isopropyl-1H-1,2,4-triazol-3-yl)methyl)-2-azaspiro[4.4]nonane C(C)(C)(C)C1=CC=C(C=C1)C1=NC(=NN1C(C)C)CN1CC2(CC1)CCCC2